[Si](C)(C)(C(C)(C)C)OCC1CCC(CC1)C1=CC=CC=2N(C(N(C21)C)=O)C2C(NC(CC2)=O)=O 3-(4-((1s,4s)-4-(((tert-butyl-dimethylsilyl)oxy)methyl)cyclohexyl)-3-methyl-2-oxo-2,3-dihydro-1H-benzo[d]imidazol-1-yl)piperidine-2,6-dione